1-Heptyl-3-ethylpyrrolidinium chlorid [Cl-].C(CCCCCC)[NH+]1CC(CC1)CC